6-(2-cyclopropyl-3-oxoisoindolin-5-yl)-5-(1-((1-fluorocyclopentyl)methyl)-1H-pyrazol-4-yl)picolinonitrile C1(CC1)N1CC2=CC=C(C=C2C1=O)C1=C(C=CC(=N1)C#N)C=1C=NN(C1)CC1(CCCC1)F